Ethyl 3-[(prop-2-en-1-yl)amino]propanoate C(C=C)NCCC(=O)OCC